BrC1=CN=C2N1N=C(C=C2)N[C@H](CO)CC (S)-2-((3-Bromoimidazo[1,2-b]pyridazin-6-yl)amino)butan-1-ol